1-phenyl-2-(4-fluorophenyl)-2,13-dihydroimidazo[1,5-a]indolo[2,3-c]quinolin-4-ium chloride [Cl-].C1(=CC=CC=C1)C=1N(C=[N+]2C1C1=C(C=3C=CC=CC23)C2=CC=CC=C2N1)C1=CC=C(C=C1)F